(S)-2-(2,3-dihydrobenzo[b][1,4]dioxin-2-yl-6,7-d2)-4,5-dihydro-1H-imidazole-4,4,5,5-d4 O1C2=C(OC[C@@H]1C=1NC(C(N1)([2H])[2H])([2H])[2H])C=C(C(=C2)[2H])[2H]